C[As](C1=C(C=CC=C1)[As](C)C)C 1,2-bis(dimethylarsino)benzene